5-[1-(2-fluoro-6-methyl-phenyl)-piperidin-4-yl]-2-(2-fluoro-2-methyl-propyl)-7-(2-trifluoromethyl-benzyl)-2,4,5,7-tetrahydro-pyrazolo[3,4-d]pyrimidin-6-one FC1=C(C(=CC=C1)C)N1CCC(CC1)N1C(N(C=2C(C1)=CN(N2)CC(C)(C)F)CC2=C(C=CC=C2)C(F)(F)F)=O